3-ethoxy-3-oxoprop-1-ene C(C)OC(C=C)=O